Glycylethylhexanoate NCC(=O)CCOC(CCCCC)=O